Benzyl ((Z)-7-methyl-2-oxoazepan-3-yl)carbamate CC1CCCC(C(N1)=O)NC(OCC1=CC=CC=C1)=O